N-(6-(1-methyl-1H-1,2,3-triazol-5-yl)isoquinolin-3-yl)-1-neopentylpiperidine-4-carboxamide CN1N=NC=C1C=1C=C2C=C(N=CC2=CC1)NC(=O)C1CCN(CC1)CC(C)(C)C